ClC=1C=CC2=C([C@H](CCO2)NC(CC2=NC(=NN2CC)C2=CC(=C(C=C2)Cl)OC(C)C)=O)C1 N-[(4S)-6-Chloro-3,4-dihydro-2H-1-benzopyran-4-yl]-2-[3-(4-chloro-3-isopropyloxyphenyl)-1-ethyl-1H-1,2,4-triazol-5-yl]acetamid